4-{[(1S,4R)-bicyclo[2.2.1]heptan-2-yl]amino}-2-[(6-methoxy-2-methyl-1,2,3,4-tetrahydroisoquinolin-7-yl)amino]pyrimidine-5-carboxamide [C@H]12C(C[C@H](CC1)C2)NC2=NC(=NC=C2C(=O)N)NC2=C(C=C1CCN(CC1=C2)C)OC